4-(trideuteriomethoxy)aniline [2H]C(OC1=CC=C(N)C=C1)([2H])[2H]